CN1C(CCC2=CC(=CC=C12)C1=CN=CC=2[C@@H](CCCC12)NC(CC)=O)=O (R)-N-(4-(1-methyl-2-oxo-1,2,3,4-tetrahydroquinolin-6-yl)-5,6,7,8-tetrahydroisoquinolin-8-yl)propanamide